1,4-Dimethyl-3-[(1-methyl-5-oxopyrrolidin-3-yl)methoxy]-6,7-dihydro-5H-cyclopenta[c]pyridine-6-carbaldehyde CC1=NC(=C(C2=C1CC(C2)C=O)C)OCC2CN(C(C2)=O)C